Z-D-glutamic acid 1-benzyl ester C1=CC=C(C=C1)COC(=O)[C@@H](CCC(=O)O)NC(=O)OCC2=CC=CC=C2